FC(C=1N=C(SC1)C12CC(C1)(C2)C(=O)O)(F)F 3-(4-(trifluoromethyl)thiazol-2-yl)bicyclo[1.1.1]pentane-1-carboxylic acid